N-((2-chloro-5-methoxyphenyl)sulfonyl)-1-(3,3,3-trifluoropropyl)-1H-1,2,3-triazole-4-carboxamide ClC1=C(C=C(C=C1)OC)S(=O)(=O)NC(=O)C=1N=NN(C1)CCC(F)(F)F